BrC1=C(C(=O)N2C(C(CCC2=O)N2C(C3=CC=C(C=C3C2)CNC(=O)NC2=CC(=C(C=C2)C)Cl)=O)=O)C=CC=C1 1-((2-(1-(2-bromobenzoyl)-2,6-dioxopiperidin-3-yl)-1-oxoisoindolin-5-yl)methyl)-3-(3-chloro-4-methylphenyl)urea